C(CC)C(CO)(O)CO MonoPropyl-Glycerol